S(=O)(=O)(O)CCOC(C=C)=O 2-Sulfoethylacrylat